2-(6-methyl-4-{[(3R)-1-methylpiperidin-3-yl]amino}imidazo[1,5-d][1,2,4]triazin-1-yl)-5-(trifluoromethyl)phenol formate salt C(=O)O.CC1=NC=C2N1C(=NN=C2C2=C(C=C(C=C2)C(F)(F)F)O)N[C@H]2CN(CCC2)C